6Z-nonadienal C(C=CC=CCCCC)=O